NC=1C=C(C(=O)NC=2SC3=C(N2)C=CC=C3)C=CC1 3-amino-N-(benzo[d]thiazol-2-yl)benzamide